6-oxo-7-(trifluoromethyl)-5,6-dihydro-1,5-naphthyridine-3-carboxylic acid ethyl ester C(C)OC(=O)C=1C=NC=2C=C(C(NC2C1)=O)C(F)(F)F